(1-(3-(2-(4-(aminomethyl)piperidin-1-yl)pyrimidin-4-yl)quinolin-2-yl)piperidin-4-yl)methylamine NCC1CCN(CC1)C1=NC=CC(=N1)C=1C(=NC2=CC=CC=C2C1)N1CCC(CC1)CN